C12(C=CC(CC1)C2)F norbornenyl-fluorine